C(=O)(OC)C1OCCC1C carbomethoxy-3-methyl-tetrahydrofuran